C(C)(C)C(C(=O)OCC)(CC(=O)OCC)C diethyl 2-isopropyl-2-methylsuccinate